CS(=O)(=O)N1CC2(CCNCC2)C2=CC=CC=C12 1-(methylsulfonyl)spiro[indole-3,4'-piperidine]